3-(dimethylamino)-N-[(1s,4s)-4-(2-{[4-(4-methylpiperazin-1-yl)phenyl]amino}-7-oxo-5-[2-(triisopropylsilyl)ethynyl]pyrido[2,3-d]pyrimidin-8-yl)cyclohexyl]propanamide CN(CCC(=O)NC1CCC(CC1)N1C(C=C(C2=C1N=C(N=C2)NC2=CC=C(C=C2)N2CCN(CC2)C)C#C[Si](C(C)C)(C(C)C)C(C)C)=O)C